I(=O)(O)(O)(O)(O)O.[Na] sodium ortho-periodic acid